BrC1=C(C=C2C(=N1)NN=C2)F 6-bromo-5-fluoro-1H-pyrazolo[3,4-b]pyridine